(2S,3R)-3-((2-aminopyridin-4-yl)methyl)-N2-(thiophen-3-yl)-N1-((R)-1-phenylpropyl)-N2-methyl-4-oxoazetidine-1,2-dicarboxamide NC1=NC=CC(=C1)C[C@@H]1[C@H](N(C1=O)C(=O)N[C@H](CC)C1=CC=CC=C1)C(=O)N(C)C1=CSC=C1